(L-lysyl)-1-methyl-D-tryptophan N[C@@H](CCCCN)C(=O)N[C@H](CC1=CN(C2=CC=CC=C12)C)C(=O)O